ClC1=CC=C2C(N3C(=NC2=C1)C(C1=CC(=CC=C13)C(=O)N1CCN(CC1)C(=O)OC(C)(C)C)=O)=O tert-butyl 4-(3-chloro-6,12-dioxo-6,12-dihydroindolo[2,1-b]quinazoline-8-carbonyl)piperazine-1-carboxylate